COC=1C=C2C=CC(=CC2=CC1)[C@@H](C(=O)OCC1CCC(CC1)COC(C(C)C1=CC2=CC=C(C=C2C=C1)OC)=O)C cyclohexane-1,4-diylbis(methylene) (2S,2'S)-bis(2-(6-methoxynaphthalen-2-yl)propanoate)